5-(2-methoxypropyl)-4-oxo-4,5-dihydrothieno[2,3-d]pyridazin-3-yl(amino)-N-(methyl-d3)nicotinamide COC(CN1N=CC2=C(C1=O)C(=CS2)C2=NC(=C(C(=O)NC([2H])([2H])[2H])C=C2)N)C